NC(CCCC(=O)[O-])CCCCCCC 5-aminododecanoate